ClC=1C=C(CN2C(C=C(C=C2)N2C=CC=3C2=NC=C(C3)C=3C=NC(=CC3)F)=O)C=CC1 1-(3-Chlorobenzyl)-4-[5-(6-fluoropyridin-3-yl)-1H-pyrrolo[2,3-b]pyridinyl]-1H-pyridin-2-one